(R)-methyl 2-((((9H-fluoren-9-yl) methoxy) carbonyl) amino)-3-iodopropionate C1=CC=CC=2C3=CC=CC=C3C(C12)COC(=O)N[C@H](C(=O)OC)CI